8-(4-chloro-2-methylphenyl)-9-(4-(fluoro(1-(3-fluoropropyl)azetidin-3-yl)methyl)phenyl)-6,7-dihydro-5H-benzo[7]annulene-3-carboxylic acid ClC1=CC(=C(C=C1)C=1CCCC2=C(C1C1=CC=C(C=C1)C(C1CN(C1)CCCF)F)C=CC(=C2)C(=O)O)C